(5-fluoro-1H-indol-2-yl)methanamine FC=1C=C2C=C(NC2=CC1)CN